ONC([C@@H](C)O)=O (R)-N,2-dihydroxypropionamide